3-(2-(4-Fluorophenyl)-1H-pyrrolo[2,3-b]pyridin-5-yl)benzoic Acid FC1=CC=C(C=C1)C1=CC=2C(=NC=C(C2)C=2C=C(C(=O)O)C=CC2)N1